OC=1C(=NC=C(C1C)C1=CN=C(S1)C1=CC=CC=C1)C(=O)NCC(=O)OCC ethyl (3-hydroxy-4-methyl-5-(2-phenylthiazol-5-yl)picolinoyl)glycinate